(9S)-4,5,13-trimethyl-7-[4-[3-(4-piperidyloxy)propyl]phenyl]-9-(2-pyridylmethyl)-3-thia-1,8,11,12-tetrazatricyclo[8.3.0.02,6]trideca-2(6),4,7,10,12-pentaene CC=1SC=2N3C(=NN=C3[C@@H](N=C(C2C1C)C1=CC=C(C=C1)CCCOC1CCNCC1)CC1=NC=CC=C1)C